Cl.C(C1=CC=CC=C1)N1C(CN(CC1)CC1=CC=CC=C1)=O 1,4-dibenzyl-piperazine-2-one hydrochloride